NC1CCN(CC1)C(=O)OCC ethyl 4-aminopiperidine-1-carboxylate